N-[(2S,3R)-1-(2,2-dimethylpropanoyl)-4,4-difluoro-2-{[2-fluoro-3-(4-methyl-pyridin-2-yl)phenyl]methyl}pyrrolidin-3-yl]ethanesulfonamide CC(C(=O)N1[C@H]([C@H](C(C1)(F)F)NS(=O)(=O)CC)CC1=C(C(=CC=C1)C1=NC=CC(=C1)C)F)(C)C